4,6-dichloro-N-(8-fluoro-4-oxo-3-(2-(trifluoromethyl)benzyl)-3,4-dihydrobenzo[d][1,2,3]triazin-5-yl)-5-hydroxypyridinecarboxamide ClC1=CC(=NC(=C1O)Cl)C(=O)NC1=CC=C(C=2N=NN(C(C21)=O)CC2=C(C=CC=C2)C(F)(F)F)F